4-[3-(5-Fluoro-2-pyridyl)-1-methyl-pyrazol-4-yl]-6-methyl-1H-pyrrolo[2,3-b]pyridine FC=1C=CC(=NC1)C1=NN(C=C1C1=C2C(=NC(=C1)C)NC=C2)C